BrCCC1=C(C=CC=C1)C1OCCC1 (2-(2-bromoethyl)phenyl)tetrahydrofuran